BrC=1C(=CC=C2NCC(NC12)=O)F 8-Bromo-7-fluoro-3,4-dihydroquinoxalin-2(1H)-one